6-Methylimidazo[2,1-b][1,3,4]thiadiazol-2-amine CC=1N=C2SC(=NN2C1)N